ClC1=C(C(=C(C(=C1OC)Cl)Cl)Cl)Cl 1,2,3,4,5-pentachloro-6-methoxybenzene